C(OC1CC(C1)C1=NN(C(=C1)NC(COC1=C(C(=CC(=C1)OC)OCC1=CC=CC=C1)C=O)=O)C(C)(C)C)(OC1=CC=C(C=C1)[N+](=O)[O-])=O (1s,3s)-3-(5-(2-(3-(benzyloxy)-2-formyl-5-methoxyphenoxy)acetamido)-1-(tert-butyl)-1H-pyrazol-3-yl)cyclobutyl (4-nitrophenyl) carbonate